nickel bis(1,4-cyclooctadiene) nickel [Ni].C1=CCC=CCCC1.C1=CCC=CCCC1.[Ni]